10-(2,6-difluoro-4-{[2-(methylamino)ethyl]amino}phenyl)-4-fluoro-8,15-dimethyl-9-oxo-6,8,10-triazatricyclo[9.4.0.02,7]pentadeca-1(11),2(7),3,5,12,14-hexaene-13-carbonitrile FC1=C(C(=CC(=C1)NCCNC)F)N1C(N(C=2N=CC(=CC2C=2C(=CC(=CC12)C#N)C)F)C)=O